IC=1N=C(SC1N(C(OC(C)(C)C)=O)CC=C(C)C)C1CCC2(OCCO2)CC1 tert-butyl (4-iodo-2-(1,4-dioxaspiro[4.5]decan-8-yl) thiazol-5-yl)(3-methylbut-2-en-1-yl)carbamate